ClC1=C(C(=CC=C1)Cl)C=1C(C2=C(N=C(N=C2)NC2=CC=C3C4(CN(CC3=C2)C)CC4)NC1)=O 6-(2,6-dichlorophenyl)-2-[(2'-methyl-2',3'-dihydro-1'H-spiro[cyclopropane-1,4'-isoquinolin]-7'-yl)amino]pyrido[2,3-d]pyrimidin-5(8H)-one